[Zr+4].[O-2].[K+] potassium oxide zirconium